4-(4,4,5,5-tetramethyl-1,3,2-dioxaborolan-2-yl)benzyl (2-bromoethyl)carbamate hydrochloride Cl.BrCCNC(OCC1=CC=C(C=C1)B1OC(C(O1)(C)C)(C)C)=O